N-methyl-N-[1-[4-[5-(trifluoromethyl)-1,2,4-oxadiazol-3-yl]phenyl]ethyl]methanesulfonamide CN(S(=O)(=O)C)C(C)C1=CC=C(C=C1)C1=NOC(=N1)C(F)(F)F